2-Methyl-N1-(5-(1-methyl-1H-1,2,4-triazol-3-yl)pyridin-2-yl)-N3-(5-(methylthio)pyrimidin-2-yl)propane-1,3-diamine CC(CNC1=NC=C(C=C1)C1=NN(C=N1)C)CNC1=NC=C(C=N1)SC